C1(CC1)C1=NC=NC(=C1C=1N=CC2=C(N1)NC(=C2)C2=NN(C=C2)C(C)C)OC 2-(4-cyclopropyl-6-methoxypyrimidin-5-yl)-6-(1-isopropyl-1H-pyrazol-3-yl)-7H-pyrrolo[2,3-d]pyrimidine